F[C@@H]1C[C@H](N(C1=O)C(=O)OC(C)(C)C)C(=O)OC 1-(tert-butyl) 2-methyl (2S,4R)-4-fluoro-5-oxopyrrolidine-1,2-dicarboxylate